(2-(4-chlorophenyl)-2-(dimethylamino)acetyl)-L-valyl-D-glutamic acid ClC1=CC=C(C=C1)C(C(=O)N[C@@H](C(C)C)C(=O)N[C@H](CCC(=O)O)C(=O)O)N(C)C